C(#N)C=1C(=NC(=NC1)NC1=C(C=C(C=C1)N1CCN(CC1)CC)NC(C=C)=O)NC1=C(C=CC(=C1)C#N)OC(C)C N-(2-((5-cyano-4-((5-cyano-2-isopropoxyphenyl)amino)pyrimidin-2-yl)amino)-5-(4-ethylpiperazin-1-yl)phenyl)acrylamide